(2S,4R)-1-(2-(3-acetyl-5-(3-chlorophenyl)-1H-indol-1-yl)acetyl)-N-(6-bromopyridin-2-yl)-4-fluoropyrrolidine-2-carboxamide C(C)(=O)C1=CN(C2=CC=C(C=C12)C1=CC(=CC=C1)Cl)CC(=O)N1[C@@H](C[C@H](C1)F)C(=O)NC1=NC(=CC=C1)Br